C(C1=CC=CC=C1)(=O)N1C(CCCCC1)=O N-Benzoylcaprolactam